NCC=1C=C(C2=C(NC(=N2)C)C1)C(=O)NC1C(NC(CC1)=O)=O 6-(aminomethyl)-N-(2,6-dioxopiperidin-3-yl)-2-methyl-1H-benzo[d]imidazole-4-carboxamide